2-(2-(1,1-difluoroethyl)-4-fluorophenyl)-3-(4-(1-t-butoxycarbonyl-azetidin-3-oxy)phenoxy)-6-(tetrahydro-2H-pyran-2-yl)-6H-thieno[2,3-e]indazole FC(C)(F)C1=C(C=CC(=C1)F)C1=C(C=2C(=C3C=NN(C3=CC2)C2OCCCC2)S1)OC1=CC=C(C=C1)OC1CN(C1)C(=O)OC(C)(C)C